BrC1=CC=C(C=C1)NC(C1=CC(=NC=C1)N1C=NN=C1)=O N-(4-bromophenyl)-2-(4H-1,2,4-triazol-4-yl)isonicotinamide